(R)-1-(4-Chloro-2-fluorophenyl)ethyl-((2S)-1-((4-(cyclopropylamino)-3,4-dioxo-1-((S)-2-oxopyrrolidin-3-yl)butan-2-yl)amino)-4,4-dimethyl-1-oxopentan-2-yl)carbamat ClC1=CC(=C(C=C1)[C@@H](C)OC(N[C@H](C(=O)NC(C[C@H]1C(NCC1)=O)C(C(=O)NC1CC1)=O)CC(C)(C)C)=O)F